C(C1=CC=CC=C1)OC=1C=C2CCNC(C2=CC1OC)\C=C\C1=C(C=C(C(=C1)OCC1CC1)OC)C 6-(benzyloxy)-1-{(E)-2-[5-(cyclopropylmethoxy)-4-methoxy-2-methylphenyl]ethenyl}-7-methoxy-1,2,3,4-tetrahydroisoquinoline